5-(4-chlorophenyl)-1-(2,4-dichlorophenyl)-4,5-dihydro-1H-pyrazole-3-carbonyl chloride ClC1=CC=C(C=C1)C1CC(=NN1C1=C(C=C(C=C1)Cl)Cl)C(=O)Cl